ClC1=C(C2=C(OC3=C2N=CN=C3NC3CC(C3)(F)F)N=C1C)C 8-chloro-N-(3,3-difluorocyclobutyl)-7,9-dimethyl-pyrido[3',2':4,5]furo[3,2-d]pyrimidin-4-amine